N-((1R,3S,5s,7s)-2-(5-(3-cyano-6-(2-hydroxy-2-methylpropoxy)pyrazolo[1,5-a]pyridin-4-yl)pyridin-2-yl)-2-azaadamantan-5-yl)-3-fluoropicolinamide C(#N)C=1C=NN2C1C(=CC(=C2)OCC(C)(C)O)C=2C=CC(=NC2)N2[C@@H]1CC3CC(C[C@@H]2C3)(C1)NC(C1=NC=CC=C1F)=O